ethyl (S)-5-(hydroxyl(phenyl)methyl)-4H-1,2,4-triazol-3-carboxylate O[C@H](C=1NC(=NN1)C(=O)OCC)C1=CC=CC=C1